7-bromo-2H-3,1-benzoxazine-2,4(1H)-dione BrC1=CC2=C(C(OC(N2)=O)=O)C=C1